CC1=C(C(=C(C(=C1CC1=CC(=C(C(=C1)C(C)(C)C)O)C(C)(C)C)C)CC1=CC(=C(C(=C1)C(C)(C)C)O)C(C)(C)C)C)CC1=CC(=C(C(=C1)C(C)(C)C)O)C(C)(C)C 1,3,5-Trimethyl-2,4,6-tris(3,5-di-tert-butyl-4-hydroxybenzyl)-benzol